C(CC(=O)OCC1=C(C=CC=C1)[N+](=O)[O-])(=O)OCC#N Cyanomethyl (2-nitrobenzyl) malonate